NC1=C(C(=O)NCC2=CC=C(C=C2)C(C)(C)C)C=CC=C1 2-amino-N-(4-(tert-butyl)benzyl)benzamide